dimethoxymethane acrylate C(C=C)(=O)O.COCOC